COS(=O)(=O)[O-].OC(C[N+](C)(C)CC(C)O)C bis(2-hydroxypropyl)-dimethylammonium methylsulfate